Pyridin-4-yltrifluoromethylsulfonate N1=CC=C(C=C1)OS(=O)(=O)C(F)(F)F